CC=1C=C(C(=O)OC2=C(C(=CC(=C2)Cl)C=NC2=CC(=CC(=C2)Cl)Cl)O)C=CC1 5-chloro-3-((3,5-dichloro-phenylimino)meth-yl)-2-hydroxyphenyl 3-methylbenzoate